3-chloro-2-(2-chloroethoxy)-5-(1-(4-hydroxyphenyl)-1-methyl-ethyl)benzonitrile ClC=1C(=C(C#N)C=C(C1)C(C)(C)C1=CC=C(C=C1)O)OCCCl